N[C@@H]1C=2C(=NC=CC2)CC12CCN(CC2)C=2N=C1C(=NC2)N=C(C=C1)SC1=C(C(=NC=C1)N1CCC(CC1)O)Cl (S)-1-(4-((2-(5-amino-5,7-dihydrospiro[cyclopenta[b]pyridin-6,4'-piperidin]-1'-yl)pyrido[2,3-b]pyrazin-6-yl)thio)-3-chloropyridin-2-yl)piperidin-4-ol